C(CCCCCCC)P(CCCCCCCC)(CCCCCCCC)=O octyldioctyl-phosphine oxide